OC1=NC=C(C=C1N1C(C2=CC=C(C=C2C1=O)C=1N=NNC1)=O)C1=CC=CC=C1 2-(2-Hydroxy-5-phenylpyridin-3-yl)-5-(1H-[1,2,3]triazol-4-yl)-isoindole-1,3-dione